FC=1C=C(C=CC1)N(C1=NC=2N(C3=CC(=CC=C13)[N+](=O)[O-])C=NN2)C N-(3-fluorophenyl)-N-methyl-8-nitro-[1,2,4]triazolo[4,3-a]quinazolin-5-amine